3-(5-methoxy-2H-pyrazolo[4,3-b]pyridin-2-yl)bicyclo[1.1.1]pentan-1-amine hydrogen chloride Cl.COC=1C=CC=2C(N1)=CN(N2)C21CC(C2)(C1)N